cyclohexyl-2-(3-benzoylphenyl)propionic acid C1(CCCCC1)C(C(=O)O)(C)C1=CC(=CC=C1)C(C1=CC=CC=C1)=O